C(C)(=O)C=1C(OC2=CC(=CC(=C2C1)C)C1=CC=C(C=C1)C)=O 3-acetyl-5-methyl-7-(4-methylphenyl)coumarin